(2S)-5-(3-Fluorophenyl)-3,4-dihydro-2H-pyrrole-2-carboxylic acid methyl ester COC(=O)[C@H]1N=C(CC1)C1=CC(=CC=C1)F